manganese nitrate, potassium salt [K+].[N+](=O)([O-])[O-].[Mn+2].[N+](=O)([O-])[O-].[N+](=O)([O-])[O-]